N-ethyl-4-(5-methyl-2-((1-methyl-1H-pyrazol-4-yl)amino)pyrimidin-4-yl)benzamide C(C)NC(C1=CC=C(C=C1)C1=NC(=NC=C1C)NC=1C=NN(C1)C)=O